2-[1-(1-Amino-3-bicyclo[1.1.1]pentanyl)imidazol-4-yl]-5-(trifluoromethyl)phenol HCl salt Cl.NC12CC(C1)(C2)N2C=NC(=C2)C2=C(C=C(C=C2)C(F)(F)F)O